C(CCC)[C@@H]1NC(C2=CC=C(C=C2C1)OC)C12CC(C1)(C2)NC(C2=CC=NC=C2)=O N-(3-((3S)-3-butyl-6-methoxy-1,2,3,4-tetrahydroisoquinolin-1-yl)bicyclo[1.1.1]pent-1-yl)isonicotinamide